amino-2-oxoacetic acid NC(C(=O)O)=O